2-(methylsulfanyl)-6-(prop-1-en-2-yl)-7-(3,4,5-trifluorophenyl)-3H-imidazo[2,1-f][1,2,4]triazin-4-one CSC1=NN2C(C(N1)=O)=NC(=C2C2=CC(=C(C(=C2)F)F)F)C(=C)C